1-(3-(6-(((3S,4S)-4-fluoropiperidin-3-yl)amino)pyridin-2-yl)imidazo[1,2-a]pyrazin-6-yl)pyrrolidin-2-one F[C@@H]1[C@H](CNCC1)NC1=CC=CC(=N1)C1=CN=C2N1C=C(N=C2)N2C(CCC2)=O